rac-2-(4,7-Dichloro-6-(4-((dimethylamino)methyl)phenyl)-2H-indazol-2-yl)-2-((R)-6-fluoro-6,7-dihydro-5H-pyrrolo[1,2-c]imidazol-1-yl)-N-(thiazol-2-yl)acetamide ClC=1C2=CN(N=C2C(=C(C1)C1=CC=C(C=C1)CN(C)C)Cl)[C@@H](C(=O)NC=1SC=CN1)C1=C2N(C=N1)C[C@@H](C2)F |&1:21|